ClC1=C(N(C(=C1C(CCl)=O)C)C1=CC=C(C#N)C=C1)C 4-(3-chloro-4-(2-chloroacetyl)-2,5-dimethyl-1H-pyrrol-1-yl)benzonitrile